3-morpholino-5-(trifluoromethyl)pyridinecarbohydrazide O1CCN(CC1)C=1C(=NC=C(C1)C(F)(F)F)C(=O)NN